C1(=CC(=CC=C1)C[C@H]1[C@H](CCC=2C=CN(C(C12)=O)CC)NS(=O)(=O)C)C1=CC=CC=C1 |r| rac-N-{(7S,8R)-8-[([1,1'-biphenyl]-3-yl)methyl]-2-ethyl-1-oxo-1,2,5,6,7,8-hexahydroisoquinolin-7-yl}methanesulfonamide